C(=CC)N1CCC(CC1)NC(C1=CC(=C(C=C1)N)OC)=O N-(1-propenylpiperidin-4-yl)-4-amino-3-methoxybenzamide